FC=1C=CC(=C(C1)C1CCN(CC1)C(=O)C1=NN=C2N1C=C(C=C2)C#N)C(F)(F)F 3-(4-(5-fluoro-2-(trifluoromethyl)phenyl)piperidine-1-carbonyl)-[1,2,4]triazolo[4,3-a]pyridine-6-carbonitrile